CC(C)NC(O[C@H]1C[C@H](CC1)C1=CC(=NN1)NC(CC1=CC=C(C=C1)OC)=O)=O (1R,3S)-3-(3-{[(4-meth-oxyphenyl)acetyl]amino}-1H-pyrazol-5-yl)cyclopentyl propan-2-yl-carbamate